COC(=O)[C@@H]1CN(CC[C@H]1NC(=O)C1=NOC(=C1)C1=C(C=C(C=C1)F)F)C1CCCCC1 (3R,4R)-1-cyclohexyl-4-{[5-(2,4-difluoro-phenyl)-isoxazole-3-carbonyl]-amino}-piperidine-3-carboxylic acid methyl ester